C(C)(C)(C)OC(N[C@@H](C[C@H]1C(NCC1)=O)C(COC(C(F)(F)F)C(F)(F)F)=O)=O tert-butyl((S)-4-((1,1,1,3,3,3-hexafluoropropan-2-yl)oxy)-3-oxo-1-((S)-2-oxopyrrolidin-3-yl)butan-2-yl)carbamate